C(CC)(=O)N1C(CCCCC1)=O N-propionyl-ε-caprolactam